C(C1=CC=CC=C1)OC1=C2C(=CNC2=CC=C1)C1C(N(C(C1)([2H])[2H])C)([2H])[2H] 4-(benzyloxy)-3-(1-methylpyrrolidin-3-yl-2,2,5,5-d4)-1H-indole